tin (IV) Phthalocyanine oxide C1=CC=C2C(=C1)C3=NC4=C5C=CC=CC5=C6N4[Sn](=O)N7C(=NC2=N3)C8=CC=CC=C8C7=NC9=NC(=N6)C1=CC=CC=C19